2-[5-[2-[[3-fluoro-5-(1,1,2,2,3,3,3-heptafluoropropyl)-2-pyridyl]carbamoyl]-4-nitro-phenyl]sulfanyltetrazol-1-yl]ethyl 2-methoxyacetate COCC(=O)OCCN1N=NN=C1SC1=C(C=C(C=C1)[N+](=O)[O-])C(NC1=NC=C(C=C1F)C(C(C(F)(F)F)(F)F)(F)F)=O